NC(CNC(CC(C(=O)OC1(CCC1)C1=CC=C(C=C1)C(F)(F)F)=C)=O)=O 1-(4-(trifluoromethyl)phenyl)cyclobutyl 4-((2-amino-2-oxoethyl)amino)-2-methylene-4-oxobutanoate